OC(/C=C/C(=O)O)CCCCC 4-hydroxy-trans-2-nonenoic acid